N-methyl-N-[4-[[4-[[2-(6-methyl-2-pyridyl)pyrimidin-4-yl]amino]pyrimidin-2-yl]amino]phenyl]piperidine-4-carboxamide CN(C(=O)C1CCNCC1)C1=CC=C(C=C1)NC1=NC=CC(=N1)NC1=NC(=NC=C1)C1=NC(=CC=C1)C